(3R,5R)-3-methyl-3-pentyl-5-phenylmorpholin-2-one C[C@@]1(N[C@@H](COC1=O)C1=CC=CC=C1)CCCCC